ClC1=C(C=CC=C1Cl)N1CCN(CC1)C(=O)C1=CC=2CS(C=3C=CC=CC3C2S1)(=O)=O (4-(2,3-dichlorophenyl)piperazin-1-yl)(5,5-dioxido-4H-thieno[3,2-c]thiochromen-2-yl)methanone